1-(3-Fluorobenzyl)-1H-indazole-6-carboxylic acid methyl ester COC(=O)C1=CC=C2C=NN(C2=C1)CC1=CC(=CC=C1)F